3-{4-[(3S,4R)-4-amino-3-methoxypiperidin-1-yl]-3-(3,5-difluorophenyl)quinolin-6-yl}-2-hydroxybenzonitrile N[C@H]1[C@H](CN(CC1)C1=C(C=NC2=CC=C(C=C12)C=1C(=C(C#N)C=CC1)O)C1=CC(=CC(=C1)F)F)OC